3-[2-(dimethylamino)ethyl]-5-methoxy-indole-1-carboxylic acid tert-butyl ester C(C)(C)(C)OC(=O)N1C=C(C2=CC(=CC=C12)OC)CCN(C)C